5-bromo-6-methyl-2,3-dihydro-1,4-benzodioxine BrC1=C(C=CC=2OCCOC21)C